N-(8-amino-6-(5-methyl-2-oxo-1,2-dihydropyridin-4-yl)isoquinolin-3-yl)-2-fluorocyclopropane-1-carboxamide NC=1C=C(C=C2C=C(N=CC12)NC(=O)C1C(C1)F)C1=CC(NC=C1C)=O